(3-amino-3-(methoxymethyl)piperidin-1-yl)methanone NC1(CN(CCC1)C=O)COC